C1(=CC=CC=C1)[C@H]([C@H]1CNC2=CC=CN=C2C1)NC[C@@H](C)C=1C=C(C=CC1)C1(COC1)C(=O)O 3-(3-((S)-1-(((S)-phenyl((R)-1,2,3,4-tetrahydro-1,5-naphthyridin-3-yl)methyl)amino)propan-2-yl)phenyl)oxetane-3-carboxylic acid